OC1=CC=C(CN2C3=C(OCC2=O)C=CC=C3)C=C1 4-(4-hydroxybenzyl)-2H-benzo[b][1,4]oxazin-3(4H)-one